5-((6-(3-cyclopropyl-4-(7-(4-methylpiperazin-1-yl)quinoxalin-2-yl)-1H-pyrazol-1-yl)hexyl)amino)-2-(2,6-dioxopiperidin-3-yl)isoindoline-1,3-dione C1(CC1)C1=NN(C=C1C1=NC2=CC(=CC=C2N=C1)N1CCN(CC1)C)CCCCCCNC=1C=C2C(N(C(C2=CC1)=O)C1C(NC(CC1)=O)=O)=O